C[C@]12CC[C@H]3[C@H]([C@@H]1CC[C@@H]2O)CCC4=CC(=O)CC[C@]34C 17-β-hydroxyandrost-4-en-3-one